FC1=C(C=C2CC([C@H](C2=C1)NC(O[C@@H]1CN2CCC1CC2)=O)(C)C)C2=CC=C(C=C2)CCC (S)-quinuclidin-3-yl ((R)-6-fluoro-2,2-dimethyl-5-(4-propylphenyl)-2,3-dihydro-1H-inden-1-yl)carbamate